C12NC3CC(CC(C1)C3)C2 2-Azaadamantane